2-methoxytetrahydro-2H-pyran-3,4,5-triyltriacetate COC1OCC(C(C1CC(=O)[O-])CC(=O)[O-])CC(=O)[O-]